N1C=C(C2=CC=CC=C12)C[C@@H](C(N1CCOCCOCCOCC1)=O)NS(=O)(=O)C1=CC=C(C=C1)C (S)-N-(3-(1H-indol-3-yl)-1-oxo-1-(1,4,7-trioxa-10-azacyclododecan-10-yl)propan-2-yl)-4-methylbenzenesulfonamide